N1CC(C1)NC=1N=CC2=C(N1)N1C(C(=C2)C=2C=C(C=CC2C)NC(C2=NC=CC(=C2)C(F)(F)F)=O)=NCC1 N-(3-(2-(azetidin-3-ylamino)-8,9-dihydroimidazo[1',2':1,6]pyrido[2,3-d]pyrimidin-6-yl)-4-methylphenyl)-4-(trifluoromethyl)picolinamide